5-[4-amino-5-(trifluoromethyl)pyrrolo[2,1-f][1,2,4]triazin-7-yl]-N-[(3R,4S)-1-(4,4-difluorocyclohexanecarbonyl)-4-fluoropyrrolidin-3-yl]-2-(2,2,2-trifluoroethoxy)benzamide NC1=NC=NN2C1=C(C=C2C=2C=CC(=C(C(=O)N[C@@H]1CN(C[C@@H]1F)C(=O)C1CCC(CC1)(F)F)C2)OCC(F)(F)F)C(F)(F)F